N-(4-(2-hydroxyethyl)phenyl)-6-(1H-imidazol-1-yl)picolinamide OCCC1=CC=C(C=C1)NC(C1=NC(=CC=C1)N1C=NC=C1)=O